2-(4-(3,4-dichlorophenyl)-5-isobutylthiazol-2-ylamino)-5-(naphthalen-2-yl)nicotinic acid ClC=1C=C(C=CC1Cl)C=1N=C(SC1CC(C)C)NC1=C(C(=O)O)C=C(C=N1)C1=CC2=CC=CC=C2C=C1